FC=1C=C(C=CC1)C1=CN(C2=NC=C(C=C21)C=2C(=NN(C2)C2CNCCC2)OC)S(=O)(=O)C2=CC=C(C)C=C2 3-(3-fluorophenyl)-5-(3-methoxy-1-(piperidin-3-yl)-1H-pyrazol-4-yl)-1-tosyl-1H-pyrrolo[2,3-b]pyridine